ClC=1C(=C(C=CC1)N1CCN(CC1)CCCCOC=1C=CC=2C3C(C(NC2C1)=O)C3)F 5-(4-(4-(3-chloro-2-fluorophenyl)piperazin-1-yl)butoxy)-1,1a,3,7b-tetrahydro-2H-cyclopropa[c]quinolin-2-one